FC(C1=CC=C(C=N1)C=1C=NC(=C2C=CC=NC12)NC[C@]1(COCC1)O)(F)F |r| racemic-3-(((8-(6-(trifluoromethyl)pyridin-3-yl)-1,6-naphthyridin-5-yl)amino)methyl)tetrahydrofuran-3-ol